2-{3-[(3S,5S)-3,5-dimethylmorpholine-4-carbonyl]-5,6-dihydrocyclopenta[c]pyrazol-1(4H)-yl}-1-[4-(2,3-dimethylphenyl)piperazin-1-yl]ethan-1-one C[C@@H]1N([C@H](COC1)C)C(=O)C=1C2=C(N(N1)CC(=O)N1CCN(CC1)C1=C(C(=CC=C1)C)C)CCC2